N[C@H]1CCCC[C@@H]2N(C1=O)[C@@H](CC2)C(=O)N2C[C@H]([C@@H](C2)C2=CC(=CC=C2)OCCCCOC2=CC=C(C=C2)C2C(NC(CC2)=O)=O)C#N trans-1-((3S,6S,10aS)-6-amino-5-oxodecahydropyrrolo[1,2-a]azocine-3-carbonyl)-4-(3-(4-(4-(2,6-dioxopiperidin-3-yl)phenoxy)butoxy)phenyl)pyrrolidine-3-carbonitrile